4-(2,3,6-trifluorophenyl)cyclohexanone tert-butyl-3-[[1-[(1S)-2-benzyloxy-1-methyl-ethyl]-4-piperidyl]methyl]azetidine-1-carboxylate C(C)(C)(C)OC(=O)N1CC(C1)CC1CCN(CC1)[C@H](COCC1=CC=CC=C1)C.FC1=C(C(=CC=C1F)F)C1CCC(CC1)=O